4-amino-1-hydroxybutylidenebisphosphonic acid NCCCC(O)(P(O)(O)=O)P(O)(O)=O